[OH-].FC(C=1C=C(C=CC1)[N+](C)(C)C)(F)F 3-trifluoromethyl-phenyltrimethylammonium hydroxide